CN1N=C(C=C1)C1=C(N=NC(=C1)N1CC(C(C1)(F)F)(F)F)C1CN(CC1)C(C=C)=O 1-(3-(4-(1-methyl-1H-pyrazol-3-yl)-6-(3,3,4,4-tetrafluoropyrrolidin-1-yl)pyridazin-3-yl)pyrrolidin-1-yl)prop-2-en-1-one